C[C@@H]1C(=O)[C@@H]([C@H](C(O1)OP(=O)([O-])OP(=O)([O-])OC[C@@H]2[C@H]([C@H]([C@@H](O2)N3C=CC(=NC3=O)N)O)O)O)O The molecule is dianion of CDP-4-dehydro-6-deoxy-D-glucose arising from deprotonation of the diphosphate OH groups; major species at pH 7.3. It is a conjugate base of a CDP-4-dehydro-6-deoxy-D-glucose.